ClC1=C(C=CC(=C1)Cl)[C@H]1[C@H](CC1)NC(=O)C=1C(=NC=CC1)C(F)(F)F (1s,2s)-N-[2-(2,4-dichlorophenyl)cyclobutyl]-2-(trifluoromethyl)pyridine-3-carboxamide